6-bromo-1-(2-(2-methoxyphenyl)-2-((tetrahydro-2H-pyran-4-yl)oxy)ethyl)-5-methyl-2,4-dioxo-1,4-dihydrothiophen BrC1=CC=CC(=C1C(CS1C(CC(C1C)=O)=O)OC1CCOCC1)OC